isooctyldecyl phosphate P(=O)(OC(CCCCCCCCC)CCCCCC(C)C)([O-])[O-]